ClC=1C=CC(=C(C(=O)N2C3CC(C(C2CNC(OC(C)(C)C)=O)C)C3)C1)N1N=CC=N1 tert-butyl N-({2-[5-chloro-2-(2H-1,2,3-triazol-2-yl)benzoyl]-4-methyl-2-azabicyclo[3.1.1]heptan-3-yl}methyl)carbamate